ethyl (R)-2-(3-(1-((6-(4-acetoxy-3-(2-(dimethylamino)-2-oxoethyl) phenyl)-2-methylquinazolin-4-yl) amino) ethyl)-2-fluorophenyl)-2,2-difluoroacetate C(C)(=O)OC1=C(C=C(C=C1)C=1C=C2C(=NC(=NC2=CC1)C)N[C@H](C)C=1C(=C(C=CC1)C(C(=O)OCC)(F)F)F)CC(=O)N(C)C